2-(6-(4-(((2-(2,6-dioxopiperidin-3-yl)-4-fluoro-1-oxoisoindolin-5-yl)methyl)(methyl)amino)piperidin-1-yl)-1-oxoisoindolin-2-yl)-2-(5-fluoro-2-hydroxyphenyl)-N-(thiazol-2-yl)acetamide O=C1NC(CCC1N1C(C2=CC=C(C(=C2C1)F)CN(C1CCN(CC1)C1=CC=C2CN(C(C2=C1)=O)C(C(=O)NC=1SC=CN1)C1=C(C=CC(=C1)F)O)C)=O)=O